ethyl (S)-3-amino-3-(6-methoxy-2',6'-dimethylbiphenyl-3-yl)propanoate N[C@@H](CC(=O)OCC)C=1C=C(C(=CC1)OC)C1=C(C=CC=C1C)C